C(CCCCCC)O Heptane-1-ol